C1(=CC=CC=C1)C1=C(C(=C(C(=N1)N1C2=CC=CC(=C2C=2C(=CC=CC12)C1=CC=CC=C1)C1=CC=CC=C1)N1C2=CC=CC(=C2C=2C(=CC=CC12)C1=CC=CC=C1)C1=CC=CC=C1)C1=CC=CC=2N(C3=CC=CC=C3C12)C1=CC=CC=C1)N1C2=CC=CC(=C2C=2C(=CC=CC12)C1=CC=CC=C1)C1=CC=CC=C1 9,9',9''-(6-phenyl-4-(9-phenyl-9H-carbazol-4-yl)pyridine-2,3,5-triyl)tris(4,5-diphenyl-9H-carbazole)